BrC=1N=CC(=NC1C1=CC=CC=C1)N1CCC(CC1)CNC(C(C)(C)C)=O N-((1-(5-bromo-6-phenylpyrazin-2-yl)piperidin-4-yl)methyl)pivalamide